COC1=CC(=CC2=C1SC(=C2)C#C[Si](C)(C)C)C ((7-methoxy-5-methylbenzo[b]thiophen-2-yl)ethynyl)trimethylsilane